4-(4-(3-oxa-8-azabicyclo[3.2.1]oct-8-yl)-6-chloro-1,3,5-triazin-2-yl)piperazine-1-carboxylic acid tert-butyl ester C(C)(C)(C)OC(=O)N1CCN(CC1)C1=NC(=NC(=N1)N1C2COCC1CC2)Cl